1,4-Dihydro-1,4-iminonaphthalene N1C2C=CC1C1=CC=CC=C21